COC(C1=CC=C(C=C1)C=1C=NN(C1)COCC[Si](C)(C)C)=O 4-(1-((2-(trimethylsilyl)ethoxy)methyl)-1H-pyrazol-4-yl)benzoic acid methyl ester